FC(OC=1C=C(C=CC1)N1C(C(C2=CC(=CC=C12)C(=O)NC=1SC(=NN1)C)(C)C)=O)F 1-(3-(difluoromethoxy)phenyl)-3,3-dimethyl-N-(5-methyl-1,3,4-thiadiazol-2-yl)-2-oxoindoline-5-carboxamide